OC1=C(C2=CC=CC=C2C=C1)\C=N\C1=C(C(=O)N[C@H](C)C2=CC=CC=C2)C=CN=C1 (R,E)-3-(((2-hydroxynaphthalen-1-yl)methylene)amino)-N-(1-phenylethyl)isonicotinamide